benzyl (R)-2-(aminomethyl)azetidine-1-carboxylate NC[C@@H]1N(CC1)C(=O)OCC1=CC=CC=C1